3-[[4-[(1S,2R)-2-[benzyl(methyl)amino]-1-(5-tert-butyl-2-pyridyl)-4-methyl-pentoxy]-6-(2,6-dimethylphenyl)pyrimidin-2-yl]sulfamoyl]benzoic acid C(C1=CC=CC=C1)N([C@@H]([C@H](OC1=NC(=NC(=C1)C1=C(C=CC=C1C)C)NS(=O)(=O)C=1C=C(C(=O)O)C=CC1)C1=NC=C(C=C1)C(C)(C)C)CC(C)C)C